molybdenum eicosenoate C(C=CCCCCCCCCCCCCCCCCC)(=O)[O-].[Mo+4].C(C=CCCCCCCCCCCCCCCCCC)(=O)[O-].C(C=CCCCCCCCCCCCCCCCCC)(=O)[O-].C(C=CCCCCCCCCCCCCCCCCC)(=O)[O-]